NC=1C(=C(C=CC1)N1CC2N(CC1)C(CC2)=O)[N+](=O)[O-] 2-(3-amino-2-nitrophenyl)hexahydropyrrolo[1,2-a]pyrazin-6(2H)-one